2-Oxo-N-phenyl-1H-quinoline-3-carboxamide O=C1NC2=CC=CC=C2C=C1C(=O)NC1=CC=CC=C1